N-(7-chloro-6-(1-((3R,4R)-4-hydroxy-3-methyltetrahydrofuran-3-yl)piperidin-4-yl)isoquinolin-3-yl)bicyclo[3.1.0]hexane-6-carboxamide ClC1=C(C=C2C=C(N=CC2=C1)NC(=O)C1C2CCCC12)C1CCN(CC1)[C@@]1(COC[C@@H]1O)C